FC1(CN(CCC1)C1=NC(=CC=N1)C)F 2-(3,3-difluoropiperidin-1-yl)-6-methylpyrimidine